2-bromo-9-nitrobenzo[4,5]imidazo[1,2-a]pyridine BrC=1C=CC=2N(C1)C1=C(N2)C=CC=C1[N+](=O)[O-]